C(C)C=1C(=C(C=CC1)C1=NN=NC=C1OCCCCCC)CC bis-ethylhexyl-oxyphenyltriazine